C1(CC1)NC(C1=C(C(=CC=C1)F)SC1=CC=C2C(=NN(C2=C1)C1OCCCC1)\C=C\C1=NC=C(C=C1)CN(CC)CC)=O N-cyclopropyl-2-[3-[(trans)-2-[5-(diethylaminomethyl)-2-pyridinyl]vinyl]-1-tetrahydropyran-2-yl-indazol-6-yl]sulfanyl-3-fluoro-benzamide